N([C@@H](CCCNC(N)=N)C(=O)O)C(C(=O)O)CC(=O)O L-argininosuccinic acid